tert-butyl N-(tert-butoxycarbonyl)-N-[3-(6-chloro-1-[[2-(trimethylsilyl)ethoxy]methyl]pyrrolo[2,3-b]pyridin-3-yl)pyridin-2-yl]carbamate C(C)(C)(C)OC(=O)N(C(OC(C)(C)C)=O)C1=NC=CC=C1C1=CN(C2=NC(=CC=C21)Cl)COCC[Si](C)(C)C